1-(4-(2-carbamoyl-pyridin-4-yloxy)-2-fluorophenyl)-3-(3-ethyl-1-(quinolin-6-yl)-1H-pyrazol-5-yl)urea C(N)(=O)C1=NC=CC(=C1)OC1=CC(=C(C=C1)NC(=O)NC1=CC(=NN1C=1C=C2C=CC=NC2=CC1)CC)F